methyl (Z)-N'-((Z)-(3-(4-chlorophenyl)-4-phenyl-5,6-dihydropyridazin-1(4H)-yl)(((4-chlorophenyl)sulfonyl)imino)methyl)carbamimidothioate ClC1=CC=C(C=C1)C1=NN(CCC1C1=CC=CC=C1)\C(\N=C(\N)/SC)=N/S(=O)(=O)C1=CC=C(C=C1)Cl